N1=CC=C(C=C1)C1=CNC2=C1C=1N(C(=N2)N2[C@H]3CC(C[C@@H]2CC3)N)C=CN1 (1R,3R,5S)-8-(9-(pyridin-4-yl)-7H-imidazo[1,2-c]pyrrolo[3,2-e]pyrimidin-5-yl)-8-azabicyclo[3.2.1]octane-3-amine